ClC1=CC=C(C=2C=COC21)NC(CN2C=1N(C(C(=C2CC)N2CCN(CC2)C2=NC=CC=C2O)=O)N=C(N1)C=1CCOCC1)=O N-(7-chlorobenzofuran-4-yl)-2-(2-(3,6-dihydro-2H-pyran-4-yl)-5-ethyl-6-(4-(3-hydroxy-2-pyridinyl)piperazin-1-yl)-7-oxo-[1,2,4]triazolo[1,5-a]pyrimidin-4(7H)-yl)acetamide